(4-((2-(1H-pyrazol-4-yl)ethyl)amino)-5,6-dimethylpyrimidin-2-yl)(3-phenylmorpholino)methanone N1N=CC(=C1)CCNC1=NC(=NC(=C1C)C)C(=O)N1C(COCC1)C1=CC=CC=C1